C1(=CC(=CC=C1)[C@H]1[C@H](CN(CC1)C(=O)C1CC2(C1)NC(OC2)=O)C)C2=CC=CC=C2 (2s,4s)-2-((3R,4R)-4-([1,1'-biphenyl]-3-yl)-3-methylpiperidine-1-carbonyl)-7-oxa-5-azaspiro[3.4]octan-6-one